2-((((benzyloxy)carbonyl)amino)methyl)piperidine C(C1=CC=CC=C1)OC(=O)NCC1NCCCC1